COC1=CC=C(C=C1)C[C@@H]1COC2=C(C1=O)C(=C(C(=C2OC)O)C)O (3R)-3-[(4-methoxyphenyl)methyl]-2,3-dihydro-5,7-dihydroxy-8-methoxy-6-methyl-4H-1-benzopyran-4-one